C1(=CC=C(C=C1)ONC1=CC=CC=C1)ONC1=CC=CC=C1 (1,4-benzenedioxy)dianiline